6,7-Difluoro-3-thiophen-3-yl-quinoline FC=1C=C2C=C(C=NC2=CC1F)C1=CSC=C1